C(C)(C)N(C1=CC2=C(C=N1)CNC2=O)C 6-(isopropyl-(methyl)amino)-2,3-dihydro-1H-pyrrolo[3,4-c]pyridin-1-one